FC(C=1C(NC(N(N1)C1=CC(=C(OC2=NC=C(C(=C2)S(=O)(=O)NC2CC(C2)O)O)C(=C1)C)C)=O)=O)F 2-(4-(6-(difluoromethyl)-3,5-dioxo-4,5-dihydro-1,2,4-triazin-2(3H)-yl)-2,6-dimethylphenoxy)-5-hydroxy-N-((1r,3r)-3-hydroxycyclobutyl)pyridine-4-sulfonamide